C(C)(C)N1N=NC(=C1)CC1CN(CC1)C=1C=2N(N=C(C1)C=1C(NC(NC1)=O)=O)C=CN2 5-(8-(3-((1-isopropyl-1H-1,2,3-triazol-4-yl)methyl)pyrrolidin-1-yl)imidazo[1,2-b]pyridazin-6-yl)pyrimidine-2,4(1H,3H)-dione